ClC=1C=C(C=CC1C(F)(F)F)NC(C1=CC=C(C=C1)NC1=NC=C(C(=N1)C1=CC=C(C=C1)C#N)SC)=O N-(3-chloro-4-trifluoromethyl-phenyl)-4-[4-(4-cyano-phenyl)-5-methylsulfanyl-pyrimidin-2-ylamino]-benzamide